3,3,3'-Trimethyl-1'-phenylspiro[indoline-2,4'-pyrazol]-5'(1'H)-one CC1(C2=CC=CC=C2NC12C(=NN(C2=O)C2=CC=CC=C2)C)C